1-(2,6,6-Trimethylcyclohex-2-en-1-yl)pent-1-en CC=1C(C(CCC1)(C)C)C=CCCC